C(C)N1CC=2N(CC1)N=CC2 5-Ethyl-4,5,6,7-tetrahydropyrazolo[1,5-a]pyrazin